ferrocenediyl-bis(dicyclohexylphosphine) [C-]1(C(=CC=C1)P(C1CCCCC1)C1CCCCC1)P(C1CCCCC1)C1CCCCC1.[CH-]1C=CC=C1.[Fe+2]